4-amino-N-(1-(6-(dimethylamino)nicotinyl)-6-methylisoquinolin-5-yl)thieno[3,2-d]pyrimidine NC=1C2=C(N(CN1)C1=C3C=CN=C(C3=CC=C1C)CC1=CN=C(C=C1)N(C)C)C=CS2